N-((3R)-7-(9,9-difluoro-3,7-diazabicyclo[3.3.1]nonan-3-yl)chroman-3-yl)-1-ethyl-1H-pyrrolo[2,3-b]pyridine-5-carboxamide FC1(C2CN(CC1CNC2)C2=CC=C1C[C@H](COC1=C2)NC(=O)C=2C=C1C(=NC2)N(C=C1)CC)F